4-((2-methoxybenzyl)amino)-2-((1-methyl-1H-pyrazol-4-yl)amino)pyrimidin-5-carboxamide COC1=C(CNC2=NC(=NC=C2C(=O)N)NC=2C=NN(C2)C)C=CC=C1